FC(F)(F)C1=C(C=CC=C1)C1(CNCC1)C(=O)N 3-(trifluoromethylphenyl)pyrrolidine-3-carboxamide